3-((2-Methyl-4-(pyridin-2-ylmethoxy)phenyl)amino)-N-(4-methylpentyl)benzamide tert-butyl-7-cyano-9,9-dimethyl-8-oxo-2-azaspiro[4.4]non-6-ene-2-carboxylate C(C)(C)(C)OC(=O)N1CC2(CC1)C=C(C(C2(C)C)=O)C#N.CC2=C(C=CC(=C2)OCC2=NC=CC=C2)NC=2C=C(C(=O)NCCCC(C)C)C=CC2